N[C@H]1[C@@H]2N(C[C@H]1CC2)C(=O)C2=CC1=C(N(C(=N1)C1=CC=3C(=NC(=CC3)NC=3C=C(C=CC3)O)N1CC1CC1)C)C(=C2)OC 3-[(2-{5-[(1R,4R,7R)-7-amino-2-azabicyclo[2.2.1]heptane-2-carbonyl]-7-methoxy-1-methyl-1H-1,3-benzodiazol-2-yl}-1-(cyclopropylmethyl)-1H-pyrrolo[2,3-b]pyridin-6-yl)amino]phenol